ClC1=CC=C(C=C1)[C@@]1(N(C(C2=CC(=CC=C12)C(CN1[C@H](CN(CC1)C)C)(C)O)=O)CC1=NC=C(C=C1)Cl)OC (3R)-3-(4-Chlorophenyl)-2-[(5-chloropyridin-2-yl)methyl]-6-{1-[(2S)-2,4-dimethylpiperazin-1-yl]-2-hydroxypropan-2-yl}-3-methoxy-2,3-dihydro-1H-isoindol-1-on